4-(5-methylfuran-2-yl)-1H-pyrazolo[3,4-d]Pyrimidine-6-amine CC1=CC=C(O1)C1=C2C(=NC(=N1)N)NN=C2